tert-butyl 4-[[1-(4-amino-2-fluoro-phenyl)-4-piperidyl] methyl]piperazine-1-carboxylate NC1=CC(=C(C=C1)N1CCC(CC1)CN1CCN(CC1)C(=O)OC(C)(C)C)F